3-(4-(isopropylthio)phenyl)-5-methyl-pyrazol-4-ol C(C)(C)SC1=CC=C(C=C1)C1=NNC(=C1O)C